NC1=C(C=C(N=N1)C1=C(C=CC=C1)O)N1CC2CCC(C1)N2C2=CC(=NC=C2)OCCN2CCNCC2 2-[6-amino-5-[8-[2-(2-piperazin-1-ylethoxy)-4-pyridyl]-3,8-diazabicyclo[3.2.1]octan-3-yl]pyridazin-3-yl]phenol